C(C)(C)(C)C(C(=O)OC([C@@H]1C[C@]([C@@H](O1)N1C=NC=2C(N)=NC=NC12)(O)OC(C)=O)OC(CC)=O)CCOC1=C(C=C(C=C1C(NCCOCCOCCOCCOCCOCCOCCOCCOC)=O)N)C(NCCOCCOCCOCCOCCOCCOCCOCCOC)=O 2'-acetoxy-3'-deoxy-5'-propionyloxyadenosine Tert-butyl-4-(2,6-bis((2,5,8,11,14,17,20,23-octaoxapentacosane-25-yl)carbamoyl)-4-aminophenoxy)butanoate